BrC1=C(C(=NC(=N1)OCC1N(CCC1)C)N1CCN(CC1)C(C=C)=O)C 1-(4-(6-bromo-5-methyl-2-((1-methylpyrrolidin-2-yl)methoxy)pyrimidin-4-yl)piperazin-1-yl)prop-2-en-1-one